C(C)(C)(C)OC(=O)NCC=1C=CC(=C(C(=O)O)C1)[N+](=O)[O-] 5-(((tert-butoxycarbonyl)amino)methyl)-2-nitrobenzoic acid